OC1=C(C2=CC=CC=C2C=C1)C(C1=CC=NC=C1)CC(=O)N [(2-hydroxynaphthalen-1-yl)(pyridin-4-yl)methyl]acetamide